(4-methanesulfonyl-2-nitrophenyl)methanone CS(=O)(=O)C1=CC(=C(C=C1)C=O)[N+](=O)[O-]